FS(C1=CC=C(C#N)C=C1)(F)(F)(F)F 4-(pentafluorosulfanyl)-benzonitrile